C(C)N1C=NC2=C1N=NC=C2C2=CC(=C(C=C2)F)C=2C=C1C=CN(C1=CC2OC)S(=O)(=O)CC 7-Ethyl-4-(3-(1-(ethylsulfonyl)-6-methoxyindol-5-yl)-4-fluorophenyl)-7H-imidazo[4,5-c]pyridazine